Cl.CC1=NNC(=C1)C(=O)O 3-methyl-1H-pyrazole-5-carboxylic acid hydrochloride